9-[(2R,3S,4R,5R)-5-ethenyl-3-fluoro-4-hydroxy-5-(hydroxymethyl)oxolan-2-yl]-2-{[(4-methoxyphenyl)diphenyl-methyl]amino}-1H-purin-6-one C(=C)[C@]1([C@H]([C@@H]([C@@H](O1)N1C=2N=C(NC(C2N=C1)=O)NC(C1=CC=CC=C1)(C1=CC=CC=C1)C1=CC=C(C=C1)OC)F)O)CO